Methyl (3S,6S,10aR,Z)-6-((((9H-fluoren-9-yl)methoxy)carbonyl)amino)-10-methylene-5-oxo-1,2,3,5,6,7,10,10a-octahydropyrrolo[1,2-a]azocine-3-carboxylate C1=CC=CC=2C3=CC=CC=C3C(C12)COC(=O)N[C@H]1C\C=C/C([C@@H]2N(C1=O)[C@@H](CC2)C(=O)OC)=C